CN1CCC2=C3CC(CC3=C(N=C12)C)CNCCC1CN(C(O1)=O)C1=NC2=C(OCC(N2)=O)N=C1 6-[5-[2-[(5,8-Dimethyl-5,7-diazatricyclo[7.3.0.02,6]dodeca-1,6,8-trien-11-yl)methylamino]ethyl]-2-oxo-1,3-oxazolidin-3-yl]-4H-pyrazino[2,3-b][1,4]oxazin-3-one